methyl 2-(2,6-dimethylpyridin-4-yl)-5-(piperidin-4-yl)-1H-indole-3-carboxylate CC1=NC(=CC(=C1)C=1NC2=CC=C(C=C2C1C(=O)OC)C1CCNCC1)C